1,2-didecyl-sn-glycero-3-phosphate C(CCCCCCCCC)OC[C@@H](OCCCCCCCCCC)COP(=O)(O)O